(S)-tert-butyl (2-(2-(2-(3-methyl-2-(4-(4-sulfamoylphenyl)-1H-1,2,3-triazol-1-yl)butanamido)ethoxy)ethoxy)ethyl)carbamate CC([C@@H](C(=O)NCCOCCOCCNC(OC(C)(C)C)=O)N1N=NC(=C1)C1=CC=C(C=C1)S(N)(=O)=O)C